3-[2-amino-6-(1-{[6-(methoxymethyl)-2-pyridinyl]methyl}-1H-1,2,3-triazol-4-yl)-4-pyrimidinyl]-5-chlorobenzonitrile NC1=NC(=CC(=N1)C=1C=C(C#N)C=C(C1)Cl)C=1N=NN(C1)CC1=NC(=CC=C1)COC